1-(2-methylallyl)-3,4-dihydroisoquinoline CC(CC1=NCCC2=CC=CC=C12)=C